(Z)-6-chloro-3-[(2-chloro-3-fluoropyridin-4-yl)methylene]-1,3-dihydro-2H-pyrrolo[2,3-b]pyridin-2-one ClC1=CC=C/2C(=N1)NC(\C2=C/C2=C(C(=NC=C2)Cl)F)=O